lithium monooxalate borate B([O-])(O)O.C(C(=O)O)(=O)O.[Li+]